N-cyclopropyl-4-(thiophen-3-yl)-3-(3-(3-(trifluoromethyl)benzyl)ureido)benzenesulfonamide C1(CC1)NS(=O)(=O)C1=CC(=C(C=C1)C1=CSC=C1)NC(=O)NCC1=CC(=CC=C1)C(F)(F)F